COC1=NC(=CN=C1N1N=C(N=N1)CC1=C(C=CC=C1F)F)OC 2,6-Dimethoxy-3-(5-(2,6-difluorobenzyl)-tetrazol-2-yl)-pyrazine